2-(4-(3,4-dichlorophenyl)-5-(isopropylsulfanyl)thiazol-2-yl)-2',5-dimethyl-4,4'-bi(2H-pyrazole)-3-carboxylic acid ClC=1C=C(C=CC1Cl)C=1N=C(SC1SC(C)C)N1N=C(C(=C1C(=O)O)C1=CN(N=C1)C)C